2-({[4-Methoxy-2-(trifluoromethyl)pyridine-3-yl]methyl}sulfanyl)-3H,5H,6H,7H-cyclopenta[d]pyrimidin-4-one COC1=C(C(=NC=C1)C(F)(F)F)CSC=1NC(C2=C(N1)CCC2)=O